FC1=C(C=CC=C1)[C@@H](C(=O)N1CC2=NN(C=C2C1)S(=O)(=O)C=1C=NN(C1)CC(F)(F)F)CO (2R)-2-(2-fluorophenyl)-3-hydroxy-1-[2-[1-(2,2,2-trifluoroethyl)pyrazol-4-ylsulfonyl]-4H,6H-pyrrolo[3,4-c]pyrazol-5-yl]propan-1-one